trans-1,3,4-trifluoro-2,3-bis(trifluoromethyl)cyclobut-1-ene FC1=C([C@@]([C@@H]1F)(C(F)(F)F)F)C(F)(F)F